OC1=C(C(=C(C(=O)O)C=C1)CCCCCC)C(C1=CC=CC=C1)=O.C(C)NCC diethylamine hydroxybenzoyl-hexyl-benzoate